C1(CC1)C1=C(C=CC(=C1)F)N(C(=O)C=1C=NN(C1)CCCCN1C(C2=CC=CC(=C2C1=O)F)=O)C1=CC=C(C2=NON=C21)[N+](=O)[O-] N-(2-cyclopropyl-4-fluorophenyl)-1-(4-(4-fluoro-1,3-dioxoisoindole-2-yl)butyl)-N-(7-nitrobenzo[c][1,2,5]oxadiazol-4-yl)-1H-pyrazole-4-carboxamide